CC=1N=C2N(CC[C@@H]([C@@H]2COC2CCN(CC2)C(=O)OC(C)(C)C)NC(=O)[C@H]2OCCC2)C1 |o1:7,8| tert-butyl 4-{[(7S*,8S*)-2-methyl-7-{[(2S)-oxolane-2-carbonyl]amino}-5,6,7,8-tetrahydroimidazo[1,2-a]pyridin-8-yl]methoxy}piperidine-1-carboxylate